NC1=CC(=C(C=C1)C1CN(CCC1)C(=O)OC(C)(C)C)CS(=O)C (±)-tert-butyl 3-(4-amino-2-(methylsulfinylmethyl)phenyl)piperidine-1-carboxylate